BrCCC(CN1C(=NC=C1[N+](=O)[O-])C)O 4-Bromo-1-(2-methyl-5-nitro-imidazol-1-yl)-butan-2-ol